FC(C=1C=CC=2N(C1)C=C(N2)C=O)(F)F 6-(trifluoromethyl)imidazolo[1,2-a]pyridin-2-formaldehyde